FC([C@H](C1=CN(C2=CC(=C(C=C12)F)C=1C(=NC=C(C1)F)C)CC(C)(C)C)NS(=O)(=O)C1CC1)F (S)-N-(2,2-difluoro-1-(5-fluoro-6-(5-fluoro-2-methylpyridin-3-yl)-1-neopentyl-1H-indol-3-yl)ethyl)cyclopropanesulfonamide